N-(oxetan-3-yl)-1H-imidazole-4-carboxamide O1CC(C1)NC(=O)C=1N=CNC1